C(C)C=1C=CC(=C(C1)S(=O)(=O)NC1=NOC2=C1C(=CC(=C2)C=2SC(=CN2)N2CCN(CCC2)C(=O)OC(C)(C)C)OC)OC tert-butyl 4-(2-(3-((5-ethyl-2-methoxyphenyl) sulfonamido)-4-methoxy benzo[d]isoxazol-6-yl) thiazol-5-yl)-1,4-diazepane-1-carboxylate